C(C)(C)(C)[Si](C)(C)OCCCCCC tert-butyl-(hexyloxy)dimethylsilane